di-n-pentyl 2,3-dimethylmaleate C/C(/C(=O)OCCCCC)=C(/C(=O)OCCCCC)\C